C1CCC(C1)NC([O-])=O 4-cyclopentylcarbamate